N(=C=O)C1=CC=C(C=C1)CC1=CC=C(C=C1)N=C=O bis(4-isocyanatophenyl)methane